(S)-tert-butyl 4-(6,7-dichloro-1-(2-isopropyl-4-methyl-3-pyridyl)-2-oxo-pyrido[2,3-d]pyrimidin-4-yl)-3-methyl-piperazine-1-carboxylate ClC1=CC2=C(N(C(N=C2N2[C@H](CN(CC2)C(=O)OC(C)(C)C)C)=O)C=2C(=NC=CC2C)C(C)C)N=C1Cl